S(=O)(=O)(O)CCOC(C(=C)C)=O.C1(CC1)C=1C=C(N=NC1C1=C(C=C(C=C1)C(F)(F)F)O)NC(CNC)=O N-(5-cyclopropyl-6-(2-hydroxy-4-(trifluoromethyl)phenyl)pyridazin-3-yl)-2-(methylamino)acetamide 2-sulfoethylmethacrylate